N-(3-((5-(4-(difluoromethoxy)-3-fluorophenyl)-2-((1-methyl-1H-pyrazol-4-yl)amino)pyrimidin-4-yl)amino)phenyl)acrylamide FC(OC1=C(C=C(C=C1)C=1C(=NC(=NC1)NC=1C=NN(C1)C)NC=1C=C(C=CC1)NC(C=C)=O)F)F